N-(4-(3,4-dihydroisoquinolin-2(1H)-yl)-2,6-dimethylphenyl)-3,3-dimethylbutanamide C1N(CCC2=CC=CC=C12)C1=CC(=C(C(=C1)C)NC(CC(C)(C)C)=O)C